COC1=CC=C(CNC(NC2CC3(CC(C3)C(=O)NCC(C)(C3=CC=NC=C3)C)C2)=O)C=C1 6-(3-(4-methoxybenzyl)ureido)-N-(2-methyl-2-(pyridin-4-yl)propyl)spiro[3.3]heptane-2-carboxamide